(S)-3-piperidinecarboxylic acid N1C[C@H](CCC1)C(=O)O